S(C)(=O)(=O)O.O=C1NN=C(C2=CC=CC=C12)C=1C=C(C=CC1)NC(CCCN1CCOCC1)=O N-[3-(3,4-dihydro-4-oxo-1-phthalazinyl)phenyl]-4-morpholinebutanamide mesylate